C1(CC1)N1C[C@@H](CCC1)NC1=NN=C(C2=CC=CC=C12)C1=C(C=C(C=C1)S(=O)(=O)C)O 2-[4-[[(3R)-1-cyclopropyl-3-piperidyl]amino]phthalazin-1-yl]-5-methylsulfonyl-phenol